BrC1=CC=C(S1)CNCC(=O)NCC1=CC(=CC(=C1)Cl)Cl 2-(((5-bromothiophen-2-yl)methyl)amino)-N-(3,5-dichlorobenzyl)acetamide